(S)-2-((5-(6-((4-chloro-2-fluorobenzyl)oxy)pyridin-2-yl)-3,4,5,6-tetrahydropyrrolo[3,4-c]pyrrol-2(1H)-yl)methyl)-1-(oxetan-2-ylmethyl)-1H-benzo[d]imidazole-6-carboxylic acid ClC1=CC(=C(COC2=CC=CC(=N2)N2CC3=C(C2)CN(C3)CC3=NC2=C(N3C[C@H]3OCC3)C=C(C=C2)C(=O)O)C=C1)F